(R)-N-(2,6-dimethylphenyl)aminopropionic acid methyl ester COC([C@@H](C)NC1=C(C=CC=C1C)C)=O